1-phenyl-N-(5-(trifluoromethyl)quinolin-8-yl)-1H-imidazole-2-sulfonamide C1(=CC=CC=C1)N1C(=NC=C1)S(=O)(=O)NC=1C=CC(=C2C=CC=NC12)C(F)(F)F